N,N-dicarboxymethyl-glutamic acid tetrasodium salt [Na+].[Na+].[Na+].[Na+].C(=O)([O-])CN([C@@H](CCC(=O)[O-])C(=O)[O-])CC(=O)[O-]